(S)-1-(2-((6-Hydroxy-2-methyl-4-oxo-3,4-dihydroquinazolin-7-yl)oxy)ethoxy)propane OC=1C=C2C(NC(=NC2=CC1OCCOCCC)C)=O